C(CCCC)(=O)OCC(COC(CCCC)=O)(COC(CCCC)=O)COC(CCCC)=O Pentaerythritol Tetrapentanoate